ClC1=C(C=2N=C(N=C(C2C=N1)N1C[C@@]2(C[C@H]2C1)NC(OC(C)(C)C)=O)OC[C@]12CCCN2C[C@@H](C1)F)F |&1:15| tert-butyl ((1S,SR)-3-(7-chloro-8-fluoro-2-(((2R,7aS)-2-fluorohexahydro-1H-pyrrolizin-7a-yl)methoxy)pyrido[4,3-d]pyrimidin-4-yl)-3-azabicyclo[3.1.0]hexan-1-yl)carbamate